Ethyl 3-ethyl-5-fluoroimidazole-4-carboxylate C(C)N1C=NC(=C1C(=O)OCC)F